Methyl 2-(5-oxotetrahydropyran-2-yl)acetate O=C1CCC(OC1)CC(=O)OC